Allyl (2R,11aS)-8-((1-(3-bromopropyl)cyclopropyl)methoxy)-2-hydroxy-7-methoxy-5-oxo-2,3,11,11a-tetrahydro-1H-benzo[e]pyrrolo[1,2-a][1,4]diazepine-10(5H)-carboxylate BrCCCC1(CC1)COC=1C(=CC2=C(N(C[C@H]3N(C2=O)C[C@@H](C3)O)C(=O)OCC=C)C1)OC